tert-butyl 3-chloro-4-fluorobenzoate ClC=1C=C(C(=O)OC(C)(C)C)C=CC1F